1-amino-hexane-3-ol NCCC(CCC)O